FC1=CN2CC(CC3=CC(=CC1=C23)F)N(C)C 1,8-difluoro-N,N-dimethyl-5,6-dihydro-4H-pyrrolo[3,2,1-ij]quinolin-5-amin